FC(OC1=C(N)C=CC=C1C1=NN(N=C1)C)F 2-(difluoromethoxy)-3-(2-methyl-2H-1,2,3-triazol-4-yl)aniline